p-Biphenyl C1(=CC=CC=C1)C1=CC=CC=C1